8-bromo-5-fluoro-1,2,3,4-tetrahydroisoquinoline BrC=1C=CC(=C2CCNCC12)F